C(CCCCCCCCCCCCCCC)(=O)OCC(OC(CCCCCCCCCCCC)=O)COP(=O)(O)OC[C@H](N)C(=O)O 1-hexadecanoyl-2-tridecanoyl-glycero-3-phosphoserine